NN1C=NC(=C1C(=O)N)C1=CC=C(C=C1)C(NC1=NC=CC(=C1)F)=O 1-amino-4-(4-((4-fluoropyridin-2-yl)carbamoyl)phenyl)-1H-imidazole-5-carboxamide